[Si](C)(C)(C(C)(C)C)OCC1=NN2C(CN(CCC2)C2=NC(=NC3=C(C=C(C(=C23)OC)F)F)Cl)=C1 2-(((tert-butyldimethylsilyl)oxy)methyl)-5-(2-chloro-6,8-difluoro-5-methoxyquinazolin-4-yl)-5,6,7,8-tetrahydro-4H-pyrazolo[1,5-a][1,4]diazepine